5,6,7,8-tetrahydroquinazoline N1=CN=CC=2CCCCC12